N-(beta-aminoethyl)-3-aminopropyl-methyl-dimethoxysilane NCCNCCC[Si](OC)(OC)C